5-(imidazo[1,2-a]pyrimidin-6-yl)-N-(tetrahydro-2H-pyran-4-yl)-7H-pyrrolo[2,3-d]pyrimidin-2-amine N=1C=CN2C1N=CC(=C2)C2=CNC=1N=C(N=CC12)NC1CCOCC1